N-(tert-Butoxycarbonyl)-O-(trans-3-(2-(5,6,7,8-tetrahydro-1,8-naphthyridin-2-yl)ethyl)cyclobutyl)homoserine C(C)(C)(C)OC(=O)N[C@@H](CCO[C@@H]1C[C@H](C1)CCC1=NC=2NCCCC2C=C1)C(=O)O